C(C1=CC=C(C(=O)OCC(CCCC)CC)C=C1)(=O)OCC(CC)C (2-methylbutyl) (2-ethylhexyl) terephthalate